ClC=1C(=C(C=CC1F)NC1=NC=NC2=CC=C(C(=C12)C1=CC(=CC=C1)Cl)NC(C=CC1N(CCC1)C)=O)F N-(4-((3-chloro-2,4-difluorophenyl)amino)-5-(3-chlorophenyl)quinazolin-6-yl)-3-(1-methylpyrrolidin-2-yl)acrylamide